ClC1=C(C=CC=C1)C1=C(C2=C(N=C(N=C2)NCCCCN2CCN(CC2)C)N(C1=O)C)C#C 6-(2-chlorophenyl)-5-ethynyl-8-methyl-2-{[4-(4-methylpiperazin-1-yl)butyl]amino}pyrido[2,3-d]pyrimidin-7-one